5-((3-fluoropyrrolidin-1-yl)methyl)thiophen FC1CN(CC1)CC1=CC=CS1